COC(=O)C1=NC=C(C(=C1)OC)C1=CCC(CC1)(F)F 5-(4,4-Difluorocyclohex-1-en-1-yl)-4-methoxypyridinecarboxylic acid methyl ester